C(C)(C)(C)OC(C(C(=O)OC(C)(C)C)CCC(=O)OCC1=CC=CC=C1)=O (3-benzyloxy-3-oxopropyl)-malonic acid di-tert-butyl ester